C(C1=CC=CC=C1)NCCC(=O)N(C1=CC=C(C=C1)C)C1CCOC2(CCCC2)C1 3-(benzylamino)-N-(6-oxaspiro[4.5]decan-9-yl)-N-(p-tolyl)propanamide